N,N-dimethyloctanoylamide CCCCCCCC(=O)N(C)C